COC(=O)C=1C=CC2=C(N(C(=N2)S)C[C@H]2OCCC2)C1 (S)-2-mercapto-1-((tetrahydrofuran-2-yl)methyl)-1H-benzo[d]imidazole-6-carboxylic acid methyl ester